4-bromo-N,2,6-trimethylbenzamide BrC1=CC(=C(C(=O)NC)C(=C1)C)C